OC1CC(N2[C@@H](CC(C2C1)(C)C)C(=O)OC)=O Methyl (3S)-7-hydroxy-1,1-dimethyl-5-oxooctahydroindolizine-3-carboxylate